1-(cyclopropyl(methyl)carbamoyl)azetidin-3-yl (1-(4-(2,6-dioxopiperidin-3-yl)-3,5-difluorophenyl)-3-methylazetidin-3-yl)carbamate O=C1NC(CCC1C1=C(C=C(C=C1F)N1CC(C1)(C)NC(OC1CN(C1)C(N(C)C1CC1)=O)=O)F)=O